[(2R,3R,4R,5R)-5-(4-amino-5-bromo-pyrrolo[2,3-d]pyrimidin-7-yl)-3-[tert-butyl(dimethyl)silyl]oxy-4-fluoro-tetrahydrofuran-2-yl]methanol NC=1C2=C(N=CN1)N(C=C2Br)[C@H]2[C@@H]([C@@H]([C@H](O2)CO)O[Si](C)(C)C(C)(C)C)F